CSCN1C=CC2=CC(=CC=C12)N 1-((methylthio)methyl)-1H-indol-5-amine